4-[2-[2-ethyl-4-[(4-methoxyphenyl)methoxy]-5-methyl-pyrazol-3-yl]-5-(hydroxymethyl)oxazol-4-yl]-1-methyl-pyrazolo[4,3-c]pyridine-6-carboxamide C(C)N1N=C(C(=C1C=1OC(=C(N1)C1=NC(=CC2=C1C=NN2C)C(=O)N)CO)OCC2=CC=C(C=C2)OC)C